4,5-Diamino-1-((4-Chlorophenyl)Methyl)-1H-Pyrazole-Sulphate S(=O)(=O)(O)O.NC=1C=NN(C1N)CC1=CC=C(C=C1)Cl